FC1=CC=C2C(=C1)O[C@@](C1=C2NC2=C(C=C(C=C12)F)F)(C)CO [(6R)-3,8,10-trifluoro-6-methyl-11H-chromeno[4,3-b]indol-6-yl]methanol